NN1C(=NC=2N(C(N(C2C1=O)CC#C)=O)[C@@H]1O[C@@H]([C@@H]([C@H]1O)O)CO)N 1,2-diamino-9-((2R,3R,4R,5R)-3,4-dihydroxy-5-(hydroxymethyl)tetrahydrofuran-2-yl)-7-(prop-2-yn-1-yl)-7,9-dihydro-1H-purine-6,8-dione